diethyl (3S)-3-(3-fluoro-4-methoxy-phenyl)-5-oxo-heptanedioate FC=1C=C(C=CC1OC)[C@H](CC(=O)OCC)CC(CC(=O)OCC)=O